FC(C(=O)[O-])(F)F.[NH2+]1CCNCC1 Piperazine-1-ium trifluoroacetate